FC=1C=C(C=CC1)C=CC(=O)C1=C(C=CC=C1)O 3-(3-Fluorophenyl)-1-(2-hydroxyphenyl)prop-2-en-1-one